1-methyl-N-((3-oxoquinuclidin-2-yl)methyl)cyclopropane-1-sulfonamide CC1(CC1)S(=O)(=O)NCC1N2CCC(C1=O)CC2